C(=O)(O)C1=C(C(=C(C(=O)N2CC(=C(CC2)C2=C(C(=C(C=C2C)N2C[C@@H](N(CC2)C)COC)C)O)C(=O)O)C=C1)F)Cl (R)-1-(4-carboxy-3-chloro-2-fluorobenzoyl)-4-(2-hydroxy-4-(3-(methoxymethyl)-4-methylpiperazin-1-yl)-3,6-dimethylphenyl)-1,2,5,6-tetrahydropyridine-3-carboxylic acid